n-octadecyl gallate (stearyl gallate) C(CCCCCCCCCCCCCCCCC)C1=C(C(=O)O)C=C(C(=C1O)O)O.C(C1=CC(O)=C(O)C(O)=C1)(=O)OCCCCCCCCCCCCCCCCCC